BrC=1C=CC2=C(C(NS2(=O)=O)(C)C)C1F 5-bromo-4-fluoro-3,3-dimethyl-2,3-dihydrobenzo[d]isothiazole 1,1-dioxide